(R)-5-(4-((1-(3-(1,1-difluoro-2-hydroxy-2-methylpropyl)-2-fluorophenyl)ethyl)amino)-7-Ethynyl-2-methylquinazolin-6-yl)-1-methylpyridin-2(1H)-one FC(C(C)(C)O)(F)C=1C(=C(C=CC1)[C@@H](C)NC1=NC(=NC2=CC(=C(C=C12)C=1C=CC(N(C1)C)=O)C#C)C)F